2-((5R)-5-methyl-6-(5-(3-(piperazin-1-ylmethyl)pyrrolidin-1-yl)pyrimidin-2-yl)-6,7,8,9-tetrahydro-5H-pyrido[3',4':4,5]pyrrolo[2,3-c]pyridazin-3-yl)phenol C[C@H]1N(CCC2=C1C1=C(N=NC(=C1)C1=C(C=CC=C1)O)N2)C2=NC=C(C=N2)N2CC(CC2)CN2CCNCC2